CN1[C@@H]([C@H](CC1=O)C(=O)NCCC(=O)O)C=1C=NC=CC1 3-((2S,3S)-1-methyl-5-oxo-2-(pyridin-3-yl)pyrrolidine-3-carboxamido)propanoic acid